(9E)-methyl hexadeca-9-enoate C(CCCCCCC\C=C\CCCCCC)(=O)OC